C1(CC1)OC1=CC=C(C=C1C#N)F 6-cyclopropoxy-3-fluorobenzonitrile